C(C=1C(C(=O)O)=CC=CC1)(=O)O.C1(CCCCC1)C(=O)N cyclohexaneamide phthalate